BrC1=C(N(C=C1F)COCC[Si](C)(C)C)C(=O)OC methyl 3-bromo-4-fluoro-1-((2-(trimethylsilyl)ethoxy)methyl)-1H-pyrrole-2-carboxylate